2-(7-fluoro-8-Methylnaphthalen-1-yl)-4,4,5,5-tetramethyl-1,3,2-dioxaborolane FC1=CC=C2C=CC=C(C2=C1C)B1OC(C(O1)(C)C)(C)C